2-(3''-bromo-[1,1':4',1''-terphenyl]-4-yl)-4,6-biphenyl BrC=1C=C(C=CC1)C1=CC=C(C=C1)C1=CC=C(C=C1)C1=CC=CC(=C1)C1=CC=CC=C1